2-(((4-(5-(3-cyano-4-isopropoxyphenyl)-1,2,4-oxadiazol-3-yl)naphthalen-1-yl)methyl)amino)malic acid C(#N)C=1C=C(C=CC1OC(C)C)C1=NC(=NO1)C1=CC=C(C2=CC=CC=C12)CNC(C(=O)O)(O)CC(=O)O